3-((2-amino-4-(3-amino-1H-indazol-5-yl)pyridin-3-yl)ethynyl)benzoic acid methyl ester COC(C1=CC(=CC=C1)C#CC=1C(=NC=CC1C=1C=C2C(=NNC2=CC1)N)N)=O